8-(4-isobutyl-5-(trimethylgermyl)pyridin-2-yl)-2-(methyl-d3)benzofuro[2,3-B]pyridine C(C(C)C)C1=CC(=NC=C1[Ge](C)(C)C)C1=CC=CC2=C1OC1=NC(=CC=C12)C([2H])([2H])[2H]